3-HYDROXY-2-METHYLBENZALDEHYDE OC=1C(=C(C=O)C=CC1)C